(S)-4-(((S)-2-fluoro-3-methoxypropyl)(4-(5,6,7,8-tetrahydro-1,8-naphthyridin-2-yl)butyl)amino)-2-((1-methyl-1H-pyrazolo[3,4-d]pyrimidin-4-yl)amino)butanoic acid F[C@@H](CN(CC[C@@H](C(=O)O)NC1=C2C(=NC=N1)N(N=C2)C)CCCCC2=NC=1NCCCC1C=C2)COC